CN1C(=C(C=2C1=NC=CN2)C(=O)N2CC(CCC2)COC2=C(C=CC=C2)OC(F)(F)F)C2=CC=CC=C2 (5-methyl-6-phenyl-5H-pyrrolo[2,3-b]pyrazin-7-yl)(3-((2-(trifluoromethoxy)phenoxy)methyl)piperidin-1-yl)methanone